tert-butyl N-(6-bromo-[1,3]dioxolo[4,5-b]pyridin-5-yl)-N-tert-butoxycarbonyl-carbamate BrC=1C=C2C(=NC1N(C(OC(C)(C)C)=O)C(=O)OC(C)(C)C)OCO2